N-(5-methoxy-2-(2-(4-(4-(trifluoromethyl)phenyl)thiazol-2-yl)-2,7-diazaspiro[3.5]nonane-7-carbonyl)phenyl)thiophene-2-sulfonamide COC=1C=CC(=C(C1)NS(=O)(=O)C=1SC=CC1)C(=O)N1CCC2(CN(C2)C=2SC=C(N2)C2=CC=C(C=C2)C(F)(F)F)CC1